C1(CC1)C=1C=C(OC=2C(=CC=3N(N2)C=NC3)C3=NOC[C@H](N3)CC3=C(C=C(C=C3)C)C)C=CC1 |r| 2-(3-cyclopropylphenoxy)-3-[(5RS)-5-(2,4-dimethylbenzyl)-5,6-dihydro-4H-1,2,4-oxadiazin-3-yl]imidazo[1,5-b]pyridazine